2-((S)-1-(1-(5-ethylpyrimidin-2-yl)piperidin-4-yl)ethoxy)-6-(4-(methylthio)phenyl)imidazo[2,1-b][1,3,4]thiadiazole C(C)C=1C=NC(=NC1)N1CCC(CC1)[C@H](C)OC1=NN2C(S1)=NC(=C2)C2=CC=C(C=C2)SC